2-[4,6-bis(trifluoromethyl)-1,3,5-triazin-2-yl]-6-chloro-1-[(3Z)-hex-3-en-1-yl]-2,3,4,9-tetrahydro-1H-pyrido[3,4-b]indole FC(C1=NC(=NC(=N1)C(F)(F)F)N1C(C=2NC3=CC=C(C=C3C2CC1)Cl)CC\C=C/CC)(F)F